(2s,4s)-2-(4-Methyl-4-phenylpiperidine-1-carbonyl)-7-oxa-5-azaspiro[3.4]octan CC1(CCN(CC1)C(=O)C1CC2(C1)NCOC2)C2=CC=CC=C2